CC=1C=C2C(=NC1)CCO2 6-methyl-2,3-dihydrofuro[3,2-b]pyridine